pyrazole TFA salt OC(=O)C(F)(F)F.N1N=CC=C1